N-(3-(2-(3,5-difluoro-4-(2-methoxyethoxy)anilino)-7H-pyrrolo[2,3-d]pyrimidin-4-yloxy)phenyl)acrylamide FC=1C=C(NC=2N=C(C3=C(N2)NC=C3)OC=3C=C(C=CC3)NC(C=C)=O)C=C(C1OCCOC)F